3-hydroxypentadecanoat OC(CC(=O)[O-])CCCCCCCCCCCC